(S)-(4-(6-(4-chlorophenyl)-2-(pyridin-3-yl)pyrimidin-4-yl)piperazin-2-yl)methanol ClC1=CC=C(C=C1)C1=CC(=NC(=N1)C=1C=NC=CC1)N1C[C@H](NCC1)CO